(+)-1-((2R,5S)-5-(4-((3-fluorophenyl)amino)-6-(5-methoxypyridin-3-yl)pyrimidin-2-yl)-2-methylpiperidin-1-yl)ethan-1-one FC=1C=C(C=CC1)NC1=NC(=NC(=C1)C=1C=NC=C(C1)OC)[C@H]1CC[C@H](N(C1)C(C)=O)C